CC1=C(C=CC(=C1)C)C1CC2=C(C(N(N=C2)C2=NC=CC=C2)=O)C1 6-(2,4-Dimethylphenyl)-2-(pyridin-2-yl)-2,5,6,7-tetrahydro-1H-cyclopenta[d]-pyridazin-1-one